2-(1H-indol-3-yl)-N-[2-(1H-indol-3-yl)ethyl]-2-oxoacetamide N1C=C(C2=CC=CC=C12)C(C(=O)NCCC1=CNC2=CC=CC=C12)=O